2,4-dihydroxyphthalic acid OC1(C(C(=O)O)C=CC(=C1)O)C(=O)O